COC=1C=C(C=NC1)C1=CC=C2C(CCOC2=C1)NC(O[C@@H]1CN2CCC1CC2)=O (S)-quinuclidin-3-yl (7-(5-methoxypyridin-3-yl)chroman-4-yl)carbamate